(1S,3S,5S)-N-(3-methoxybenzyl)-5-methyl-2-((4-phenoxybenzoyl)glycinyl)-2-azabicyclo[3.1.0]hexane-3-carboxamide COC=1C=C(CNC(=O)[C@H]2N([C@H]3C[C@]3(C2)C)C(CNC(C2=CC=C(C=C2)OC2=CC=CC=C2)=O)=O)C=CC1